CC1(CC(=NN1C(C)=O)C1=CC=C(C=C1)C)CC1=CC=CC2=CC=CC=C12 1-(5-methyl-5-((naphthalen-1-yl)methyl)-3-p-tolyl-4,5-dihydro-1H-pyrazol-1-yl)-1-ethanone